OC1C2C3CC=CC3=C(C1)C2 8-hydroxytricyclo[5.2.1.02,6]decene-3-ene